(S)-N-(3-(4-(6-aminohexanoyl)piperazin-1-yl)propyl)-2-(4-(4-chlorophenyl)-2,3,9-trimethyl-6H-thieno[3,2-f][1,2,4]triazolo[4,3-a][1,4]diazepin-6-yl)acetamide NCCCCCC(=O)N1CCN(CC1)CCCNC(C[C@H]1C=2N(C3=C(C(=N1)C1=CC=C(C=C1)Cl)C(=C(S3)C)C)C(=NN2)C)=O